N-[(3R,4S)-3-(2-fluoro-2-methyl-propoxy)chroman-4-yl]-7H-pyrrolo[2,3-d]pyrimidin-4-amine FC(CO[C@H]1COC2=CC=CC=C2[C@@H]1NC=1C2=C(N=CN1)NC=C2)(C)C